CN(C1CCC(CC1)NC=1N=CC2=C(N1)N(C(C(=C2)C2=CC(=C(C(=C2)F)NS(=O)(=O)CCC(F)(F)F)F)=O)C(C)C)C N-(4-(2-(((1r,4r)-4-(dimethylamino)cyclohexyl)amino)-8-isopropyl-7-oxo-7,8-dihydropyrido[2,3-d]pyrimidin-6-yl)-2,6-difluorophenyl)-3,3,3-trifluoropropane-1-sulfonamide